N-[7-Morpholino-5-[4-[[5-(trifluoromethyl)pyrimidin-2-yl]amino]cyclohexoxy]-1,6-naphthyridin-3-yl]methanesulfonamide O1CCN(CC1)C1=NC(=C2C=C(C=NC2=C1)NS(=O)(=O)C)OC1CCC(CC1)NC1=NC=C(C=N1)C(F)(F)F